2-(2,5-dimethylpyrrol-1-yl)-7-methoxy-3-methyl-6-(4,4,5,5-tetramethyl-1,3,2-dioxaborolan-2-yl)benzimidazole-4-carbonitrile CC=1N(C(=CC1)C)C=1N(C2=C(N1)C(=C(C=C2C#N)B2OC(C(O2)(C)C)(C)C)OC)C